4-(3-(4,4,5,5-tetramethyl-1,3,2-dioxaborolan-2-yl)pyrazolo[1,5-a]pyridin-6-yl)morpholine CC1(OB(OC1(C)C)C=1C=NN2C1C=CC(=C2)N2CCOCC2)C